C(C)(C)(C)C1=C(N=CN1)C=O 5-(tertiary butyl)-1H-imidazole-4-formaldehyde